C1(CCCCC1)C1=NC(C=2C(C3=C1C=C(C=C3)OC)=CN(C(C2)=O)C)CC(=O)NCC 2-(7-cyclohexyl-9-methoxy-2-methyl-3-oxo-3,5-dihydro-2H-benzo[c]pyrido[3,4-e]azepin-5-yl)-N-ethylacetamide